N-(1-(3-(4-fluorophenyl)bicyclo[1.1.1]pentan-1-yl)-3-(4-morpholinopiperidin-1-yl)-3-oxopropyl)nicotinamide FC1=CC=C(C=C1)C12CC(C1)(C2)C(CC(=O)N2CCC(CC2)N2CCOCC2)NC(C2=CN=CC=C2)=O